ethyl 3-((2-phenylacetamido)methyl)-4,5-dihydroisoxazole-5-carboxylate C1(=CC=CC=C1)CC(=O)NCC1=NOC(C1)C(=O)OCC